ClC1=CC2=C(NCCN2C)C=N1 7-chloro-1-methyl-1,2,3,4-tetrahydropyrido[3,4-b]pyrazine